C(=C)C1(OC(CCC1)(C)C)C 2-ethenyl-2,6,6-trimethyloxane